C(C)(C)(C)N(C(O)=O)C1=C(C=C(C=C1)P(=O)(C)C)C(F)(F)F.ClCC(=O)N(CC=1N=C(C2=C(N1)SC=N2)C2=CC=C(C=C2)OC(F)(F)F)C 2-chloro-N-methyl-N-[[7-[4-(trifluoromethoxy)phenyl]thiazolo[5,4-d]pyrimidin-5-yl]methyl]acetamide tert-butyl-(4-(dimethylphosphoryl)-2-(trifluoromethyl)phenyl)carbamate